N[C@@H]1CN(CCC1)C1=CC(=NC=C1C=1C=NN(C1)C1CCOCC1)NC1=NC(=C(C=C1)[N+](=O)[O-])C1=C(C=CC=C1OC)F 4-((S)-3-aminopiperidin-1-yl)-N-(6-(2-fluoro-6-methoxyphenyl)-5-nitropyridin-2-yl)-5-(1-(tetrahydro-2H-pyran-4-yl)-1H-pyrazol-4-yl)pyridin-2-amine